FC(OC1=CC=C(C=C1)N1CC(CC2=CC=CC=C12)NC(C=C)=O)(F)F N-(1-(4-(trifluoromethoxy)-phenyl)-1,2,3,4-tetrahydro-quinolin-3-yl)acrylamide